ClC1=CC=C2C(=N1)N(C(C2)=O)COCC[Si](C)(C)C 6-chloro-1-[2-(trimethylsilyl)ethoxymethyl]-3H-pyrrolo[2,3-b]pyridin-2-one